C(#CCC)C=1C(=C(C(=CC1)O)N1CC(NS1(=O)=O)=O)F 5-(3-(but-1-yn-1-yl)-2-fluoro-6-hydroxyphenyl)-1,2,5-thiadiazolidin-3-one 1,1-dioxide